(2E)-2-methoxyimino-N-(1-methylcyclopropyl)-3-[(1-methylpyrazol-4-yl)methyl]-4-oxo-8-[(6R)-6-methyl-1,2,3,6-tetrahydropyridin-4-yl]-1H-quinazoline-6-sulfonamide CO\N=C\1/NC2=C(C=C(C=C2C(N1CC=1C=NN(C1)C)=O)S(=O)(=O)NC1(CC1)C)C=1CCN[C@@H](C1)C